N-(2-methyl-4-nitronaphthalene-1-yl)acetamide CC1=C(C2=CC=CC=C2C(=C1)[N+](=O)[O-])NC(C)=O